4,6-dichloro-2-(3-cyclopropyl-1H-pyrazol-1-yl)pyrimidine ClC1=NC(=NC(=C1)Cl)N1N=C(C=C1)C1CC1